1-ethylpyrrolidin-2-one C(C)N1C(CCC1)=O